F[C@H]1CN(CC[C@H]1NC1=CC=CN2C(=C(C=C12)C#CCNC1=C(C=C(C(=O)NCC2(CC2)O)C=C1)OC)SC(F)(F)F)C 4-{[3-(8-{[(3S,4R)-3-fluoro-1-methylpiperidin-4-yl]amino}-3-[(trifluoromethyl)sulfanyl]indolizin-2-yl)prop-2-yn-1-yl]amino}-N-[(1-hydroxycyclopropyl)methyl]-3-methoxybenzamide